tert-butyl (3-acetyl-3,9-diazaspiro[5.5]undec-1-yl)carbamate C(C)(=O)N1CC(C2(CC1)CCNCC2)NC(OC(C)(C)C)=O